CC1=C(C(=CC(=C1C=1C=NC=CC1)C)C)B(C1=C(C(=C(C=C1C)C)C=1C=NC=CC1)C)C1=C(C(=C(C=C1C)C)C=1C=NC=CC1)C tris(2,4,6-trimethyl-3-(3-pyridyl)phenyl)borane